tert-butyl(tert-butoxycarbonyl)(5-((tert-butyldimethylsilyl)oxy) pentyl)carbamate C(C)(C)(C)OC(N(CCCCCO[Si](C)(C)C(C)(C)C)C(=O)OC(C)(C)C)=O